Glutaminyl-valylglycine N[C@@H](CCC(N)=O)C(=O)N[C@@H](C(C)C)C(=O)NCC(=O)O